OCC(C(=O)SCCNC(CCNC([C@@H](C(COP(OP(OC[C@@H]1[C@H]([C@H]([C@@H](O1)N1C=NC=2C(N)=NC=NC12)O)OP(=O)(O)O)(=O)O)(=O)O)(C)C)O)=O)=O)CCC(=O)O hydroxymethyl-glutaryl-coenzyme A